(R)-α-methyl-4-nitro-benzylamine C[C@H](C1=CC=C(C=C1)[N+](=O)[O-])N